CC1=NC=2C(=NC(=CC2)C(F)(F)F)N1C1=CC2=C(NCS2)C=C1 6-[2-Methyl-5-(trifluoromethyl)imidazo[4,5-b]pyridin-3-yl]-3H-1,3-benzothiazol